tert-butyl 4-(4-amino-2-isopropyl-phenyl)-piperazine-1-carboxylate NC1=CC(=C(C=C1)N1CCN(CC1)C(=O)OC(C)(C)C)C(C)C